ClC1=CC=C(C=C1)[C@@H]1NC2=C(OC1=O)C=CC=C2 (+)-(S)-3-(4-Chlorophenyl)-3,4-dihydro-2H-benzo[b][1,4]oxazin-2-one